BrC1=C(SC=C1)C(=O)N1CCN(CC1)C1=C(C=CC=C1)N(S(=O)(=O)C=1C=CC2=C(SC(=C2)C(=O)O)C1)CCC1=CC=CC=C1 6-(N-(2-(4-(3-Bromothiophene-2-carbonyl)piperazin-1-yl)phenyl)-N-phenethylsulfamoyl)benzo[b]thiophene-2-Carboxylic acid